NCC1CC=C(CN1CC1=CC=CC=C1)NC(OC(C)(C)C)=O tert-butyl (6-(aminomethyl)-1-benzyl-1,2,5,6-tetrahydropyridin-3-yl)carbamate